ClC1=C(N)C(=C(C(=C1Cl)Cl)Cl)Cl 2,3,4,5,6-pentachloroaniline